(1-(2-Chloro-5-(cyclohexylethynyl)pyridin-4-yl)-4-methylpiperidin-4-yl)methanol ClC1=NC=C(C(=C1)N1CCC(CC1)(C)CO)C#CC1CCCCC1